CC([C@H](C(N1CCCC1)=O)NC(OC(C)(C)C)=O)C tert-butyl (R)-(3-methyl-1-oxo-1-(pyrrolidin-1-yl)butan-2-yl)carbamate